N-(2,5-dimethyl-1,1-dioxido-2,3,4,5-tetrahydrobenzo[f][1,2,5]thiadiazepin-8-yl)-2-(4-fluoro-5-methyl-6-oxopyridazin-1(6H)-yl)acetamide CN1S(C2=C(N(CC1)C)C=CC(=C2)NC(CN2N=CC(=C(C2=O)C)F)=O)(=O)=O